(1S,5S)-6-azabicyclo[3.2.1]octane-4,7-dione [C@@H]12CCC([C@@H](NC1=O)C2)=O